2-bromo-5-(trimethylgermyl)pyridine BrC1=NC=C(C=C1)[Ge](C)(C)C